4-(4,5,6,7-tetrahydropyrazolo[1,5-a]pyridin-3-yl)phenol N1=CC(=C2N1CCCC2)C2=CC=C(C=C2)O